3-methylimidazole chloride salt [Cl-].CN1C=NC=C1